C1(CC1)C1=NC2=CC=CC=C2C(=C1C=CC1CC(OC(O1)(C)C)CC(=O)[O-])C1=CC=C(C=C1)F 6-[[(1E)-2-Cyclopropyl-4-(4-fluorophenyl)-3-quinolyl]-vinyl]-2,2-dimethyl-1,3-dioxane-4-acetate